5-[[5-(2,5-dichlorophenyl)furan-2-yl]methylidene]-2-sulfanylidene-1,3-thiazolidin-4-one ClC1=C(C=C(C=C1)Cl)C1=CC=C(O1)C=C1C(NC(S1)=S)=O